(S)-1-(4-(6-chloro-7-(3-cyclopropyl-5-methyl-1H-indazol-4-yl)-2-(3-(dimethylamino)azetidin-1-yl)-8-fluoroquinazolin-4-yl)piperazin-1-yl)prop-2-en-1-one ClC=1C=C2C(=NC(=NC2=C(C1C1=C2C(=NNC2=CC=C1C)C1CC1)F)N1CC(C1)N(C)C)N1CCN(CC1)C(C=C)=O